C(CCS(=O)(=O)[O-])CS(=O)(=O)OC1=NC=C(C=C1Cl)COC1OCCCC1 1-(3-chloro-5-{[(tetrahydro-2H-pyran-2-yl) oxy] methyl} pyridin-2-yl) ethane-1,2-diyl-dimesylate